1-(3,5-dichlorophenyl)-N-[[2-[ethyl(methyl)amino]pyridin-4-yl]methyl]-3-methyl-5-oxopyrrolidine-3-carboxamide ClC=1C=C(C=C(C1)Cl)N1CC(CC1=O)(C(=O)NCC1=CC(=NC=C1)N(C)CC)C